ClC=1C=C(O[C@H]2CN(CC2)C(C)(CC)CC)C=CC1 2-[(3R)-3-(3-Chlorophenoxy)pyrrolidin-1-yl]-2-ethylbutane